6-Methylenedihydrodesoxymorphine CN1CC[C@]23[C@@H]4[C@H]1CC5=C2C(=C(C=C5)O)O[C@H]3C(=C)CC4